(2,4-dichloro-5-methoxy-phenyl)boronic acid ClC1=C(C=C(C(=C1)Cl)OC)B(O)O